2-(cyclopent-3-en-1-yl)-5-hydroxyisoindolin-1-one C1(CC=CC1)N1C(C2=CC=C(C=C2C1)O)=O